2-(Nitromethyl)-3-bromo-6-chloropyridine [N+](=O)([O-])CC1=NC(=CC=C1Br)Cl